C(C=C)(=O)NC=1C=CC(=NC1)CNC(=O)C=1C(=C(C=CC1)NC1=C(C(=O)NC([2H])([2H])[2H])C=CC(=N1)NC(=O)C1CC1)OC ((3-(((5-acrylamidopyridin-2-yl)methyl)carbamoyl)-2-methoxyphenyl)amino)-6-(cyclopropanecarboxamido)-N-(methyl-d3)nicotinamide